(E)-3-(1-(3-chlorophenyl)-3-(1-methylcyclopropyl)-1H-pyrazol-5-yl)-N-(2-oxo-2,3-dihydro-1H-benzo[d]imidazol-4-yl)acrylamide di-isononyl-1,2-cyclohexanedicarboxylate C(CCCCCC(C)C)OC(=O)C1C(CCCC1)C(=O)OCCCCCCC(C)C.ClC=1C=C(C=CC1)N1N=C(C=C1/C=C/C(=O)NC1=CC=CC=2NC(NC21)=O)C2(CC2)C